5-amino-3-[4-[[(2-methoxybenzoyl)amino]methyl]phenyl]-1-[(3S)-tetrahydrofurane-3-yl]pyrazole-4-carboxamide NC1=C(C(=NN1[C@@H]1COCC1)C1=CC=C(C=C1)CNC(C1=C(C=CC=C1)OC)=O)C(=O)N